C(CCCCCCCCCCC)S(C([S-])=S)CC#N Cyanomethyl dodecyltrithiocarbonate